BrC=1C=C(C=CC1OC[C@H](CCl)O)C(C)(C)C1=CC=C(OC[C@H](CN2CCOCC2)O)C=C1 (S)-1-(4-(2-(3-bromo-4-((R)-3-chloro-2-hydroxypropoxy)phenyl)propan-2-yl)phenoxy)-3-morpholinopropan-2-ol